Cl.COC1=C(C=CC=C1)N1N=CC(=C1)C1=NC=NC=C1OCC1CCC(CC1)N (1s,4s)-4-(((4-(1-(2-methoxyphenyl)-1H-pyrazol-4-yl)pyrimidin-5-yl)oxy)methyl)cyclohexane-1-amine hydrochloride